tert-butyl N-{1-[2-ethyl-7-({8-fluoro-2-methylimidazo[1,2-a]pyridin-6-yl}carbamoyl)indazol-4-yl]-4-methylpiperidin-4-yl}carbamate C(C)N1N=C2C(=CC=C(C2=C1)N1CCC(CC1)(C)NC(OC(C)(C)C)=O)C(NC=1C=C(C=2N(C1)C=C(N2)C)F)=O